FC1(CN(CC[C@H]1N1CCN(CC1)C1=CC=CC=2NC(N(C21)C)=O)C(=O)OC(C)(C)C)F 1-Tert-butyl (4R)-3,3-difluoro-4-[4-(3-methyl-2-oxo-1H-benzimidazol-4-yl)piperazin-1-yl]piperidine-1-carboxylate